tert-butyl (S)-2-(6-(3-methyl-1H-pyrrolo[2,3-b]pyridin-5-yl)-2-(2-(methoxymethyl)pyridin-4-yl)-1,2,3,4-tetrahydroisoquinolin-8-yl)pyrrolidine-1-carboxylate CC1=CNC2=NC=C(C=C21)C=2C=C1CCN(CC1=C(C2)[C@H]2N(CCC2)C(=O)OC(C)(C)C)C2=CC(=NC=C2)COC